N-(7-chloro-6-(1-((3S,4S)-4-hydroxy-3-methyltetrahydrofuran-3-yl)piperidin-4-yl)isoquinolin-3-yl)-2-(pyridin-2-yl)cyclobutane-1-carboxamide ClC1=C(C=C2C=C(N=CC2=C1)NC(=O)C1C(CC1)C1=NC=CC=C1)C1CCN(CC1)[C@]1(COC[C@H]1O)C